NC=1C=2N(C(=CN1)C1=CCC(CC1)NC)C(=NC2C2=C(C=C(C=C2)NC(NC2=CC(=CC=C2)C(F)(F)F)=O)F)CC 3-(4-{8-amino-3-ethyl-5-[4-(methylamino)cyclohex-1-en-1-yl]imidazo[1,5-a]pyrazin-1-yl}-3-fluorophenyl)-1-[3-(trifluoromethyl)phenyl]urea